2-fluorocyclopropane-1-carboxamide formate C(=O)O.FC1C(C1)C(=O)N